3-(trimethoxysilyl)propyldimethyldecyl-ammonium chloride [Cl-].CO[Si](CCC[N+](CCCCCCCCCC)(C)C)(OC)OC